C1(CCC1)C=1C(=NN(C1NC(=O)NC(C)C)C)C1CC(C1)(F)F 1-(4-cyclobutyl-3-(3,3-difluorocyclobutyl)-1-methyl-1H-pyrazol-5-yl)-3-isopropylurea